trifluoroethyl-trichlorosilane FC(C[Si](Cl)(Cl)Cl)(F)F